methyl-1-methylcyclopropanecarboxylic acid CC1C(C1)(C(=O)O)C